COCCOCCNS(=O)(=O)C1=CC(=CC=C1)B1OC(C(O1)(C)C)(C)C N-(2-(2-methoxyethoxy)ethyl)-3-(4,4,5,5-tetramethyl-1,3,2-dioxaborolan-2-yl)benzenesulfonamide